(1-(4-(4-cyano-3-fluorophenyl)-5,6,7,8-tetrahydropyrido[4,3-d]pyrimidin-2-yl)piperidin-4-yl)carbamate C(#N)C1=C(C=C(C=C1)C=1C2=C(N=C(N1)N1CCC(CC1)NC([O-])=O)CCNC2)F